methyl 5-bromo-4-methylpyridine-2-carboxylate BrC=1C(=CC(=NC1)C(=O)OC)C